Racemic-N,6-dimethyl-2-(trifluoromethyl)-5,7-dihydro-4H-benzothiophen-6-amine CN[C@]1(CC2=C(C=C(S2)C(F)(F)F)CC1)C |r|